ClC1=NC=C(C2=CC=C(C=C12)OC(C#N)C)C1=C(C=CC=C1)C 2-((1-chloro-4-(o-tolyl)isoquinolin-7-yl)oxy)propanenitrile